CC(C)(C=CCC(C=C)(O)C)O 2,6-dimethylocta-3,7-diene-2,6-diol